6-bromo-2-[(4-methoxyphenyl)methyl]-2H,3H-[1,2,4]triazolo[4,3-a]pyridin-3-one BrC=1C=CC=2N(C1)C(N(N2)CC2=CC=C(C=C2)OC)=O